C1CC12N(CCOC2)C2=CC1=C(C=N2)N(C=N1)C=1C(=C(C(=C(C1)C(F)(F)F)F)O)F 3-(6-(7-Oxa-4-azaspiro[2.5]-octan-4-yl)-3H-imidazo[4,5-c]pyridin-3-yl)-2,6-difluoro-5-(trifluoromethyl)phenol